C(=S)SN amino dithiocarboxylate